NC1=CC(=C(C=C1)C1=NC2=C(N1C1=CC=CC=C1)C=CC(=C2)N)C 2-(4-amino-2-methylphenyl)-1-phenyl-1H-benzimidazole-5-amine